NC(CN(C(ON1N=NC2=C1C=CC=C2)=O)N2C(C1=CC=CC=C1C2=O)=O)=O 1H-benzo[d][1,2,3]triazol-1-yl (2-amino-2-oxoethyl)(1,3-dioxoisoindolin-2-yl)carbamate